[F].C(C)C=1C=NC=CC1 3-Ethyl-pyridine mono-fluorine